ClC1=CC=C(C=C1)C(C1(CC1)C1=CC(=CC=C1)Cl)OC(N)=O carbamic acid-(4-chlorophenyl)-(1-(3-chlorophenyl)cyclopropyl)methyl ester